IC1=CC=C(C=C1)N1C=CC=C1 1-(4-iodophenyl)-1H-pyrrole